2-((1R,5S,6S)-6-(3,4-dimethylphenyl)-3-azabicyclo[3.1.0]hexane-3-carbonyl)-7-oxa-5-azaspiro[3.4]octane-6-one CC=1C=C(C=CC1C)C1[C@@H]2CN(C[C@H]12)C(=O)C1CC2(C1)NC(OC2)=O